(3S,4S)-8-{3-[5-chloro-3-(dimethylamino)quinoxalin-6-yl]-5-methyl-1H-pyrazolo[3,4-b]pyrazin-6-yl}-3-methyl-2-oxa-8-azaspiro[4.5]decan-4-amine ClC1=C2N=C(C=NC2=CC=C1C1=NNC2=NC(=C(N=C21)C)N2CCC1([C@@H]([C@@H](OC1)C)N)CC2)N(C)C